3-(1-oxo-5-(1,2,3,6-tetrahydropyridin-4-yl)isoindoline-2-yl)piperidine-2,6-dione hydrochloride Cl.O=C1N(CC2=CC(=CC=C12)C=1CCNCC1)C1C(NC(CC1)=O)=O